C(CCCCC)OC1=CC=C(C=C1)[I+]C1=C(C=C(C=C1OC)OC)OC 4-monohexyloxyphenyl-2,4,6-trimethoxyphenyliodonium